CN(C)CC1CCN(CC1)C1=CC(=C(C=C1)NC1=NC=C(C(=N1)NCCCN1CCOCCC1=O)C(F)(F)F)CC 4-(3-((2-((4-(4-((dimethylamino)methyl)piperidin-1-yl)-2-ethylphenyl)amino)-5-(trifluoromethyl)pyrimidin-4-yl)amino)propyl)-1,4-oxazepan-5-one